3,3-dimethylpentanoic acid CC(CC(=O)O)(CC)C